3-(6-(4-methylpiperazin-1-yl)-[1,2,4]triazolo[4,3-b]pyridazin-3-yl)-N-(piperidin-4-yl)propanamide CN1CCN(CC1)C=1C=CC=2N(N1)C(=NN2)CCC(=O)NC2CCNCC2